CC1=C(OC2=NC(=NC(=C2)C2C(C2)C2=CC=CC=C2)N)C=CC=C1 4-(2-methylphenoxy)-6-(2-phenylcyclopropyl)pyrimidin-2-amine